(benzo[d][1,3]dioxol-5-yl)-N-(4-(morpholinomethyl)phenyl)thieno[3,2-d]pyrimidin-2-amine O1COC2=C1C=CC(=C2)C=2C1=C(N=C(N2)NC2=CC=C(C=C2)CN2CCOCC2)C=CS1